C(#N)CCN(C=1C=CC(=NC1)OCCCN1[C@H](CN(C[C@H]1C)C(=O)OCC1=CC=CC=C1)C)C(=O)OC Benzyl (3s,5r)-4-(3-((5-((2-cyanoethyl) (methoxycarbonyl) amino) pyridin-2-yl) oxy) propyl)-3,5-dimethylpiperazine-1-carboxylate